tert-butyl (3S)-3-[[5-chloro-4-[6-cyano-7-fluoro-1-(2-trimethylsilylethoxymethyl)indol-3-yl]pyrimidin-2-yl]amino]piperidine-1-carboxylate ClC=1C(=NC(=NC1)N[C@@H]1CN(CCC1)C(=O)OC(C)(C)C)C1=CN(C2=C(C(=CC=C12)C#N)F)COCC[Si](C)(C)C